3-methoxy-1-methylquinolin-4(1H)-one COC1=CN(C2=CC=CC=C2C1=O)C